O1CC[C@@H](C2=CC=CC=C12)NC(=O)C1=CC2=C(N=C(S2)C2CN(CCC2)C(=O)OC(C)(C)C)C=C1 tert-butyl 3-(6-((S)-chroman-4-ylcarbamoyl)benzo[d]thiazol-2-yl)piperidine-1-carboxylate